3-(2,6-dioxopiperidin-3-yl)-1-methyl-1H-indazole-6-carboxylic acid O=C1NC(CCC1C1=NN(C2=CC(=CC=C12)C(=O)O)C)=O